CC1(C=C(CC1)O[Si](C)(C)C)C ((3,3-dimethylcyclopent-1-en-1-yl)oxy)trimethylsilane